4-oxo-3,4-dihydrophthalazin O=C1NN=CC2=CC=CC=C12